Cl.BrC=1C=C(C(=NC1)C=1SC=2N=C(SC2N1)N(C1CCNCC1)C)O 5-Bromo-2-{5-[methyl(piperidin-4-yl)amino][1,3]thiazolo[5,4-d][1,3]thiazol-2-yl}pyridin-3-ol Hydrochlorid